ClC1=CC=C(C=C1)/C(=C/C=O)/C#CC(C#CC1=CC=C(C=C1)C)(C1=CC=C(C=C1)C)O (Z)-3-(4-chlorophenyl)-6-hydroxy-6,8-di-p-tolyloctan-2-ene-4,7-diyne-1-al